isobutyric acid 3-(2-(allyl (ethyl) amino) ethyl)-1H-indol-6-yl ester C(C=C)N(CCC1=CNC2=CC(=CC=C12)OC(C(C)C)=O)CC